(2-(3,4-dimethoxyphenyl)-3-ethyl-1H-indol-5-yl)(4-phenethylpiperazin-1-yl)methanone COC=1C=C(C=CC1OC)C=1NC2=CC=C(C=C2C1CC)C(=O)N1CCN(CC1)CCC1=CC=CC=C1